bis(4-hydroxy-3,5-dibromophenyl)methane OC1=C(C=C(C=C1Br)CC1=CC(=C(C(=C1)Br)O)Br)Br